C(C)OC(CC(COCCCCCCCl)=O)=O.ONC(NO)NO trishydroxyaminomethane ethyl-4-(6-chlorohexyloxy)-3-oxo-butyrate